C(C)[C@H]1N[C@H](CC(C1)OC=1N=NC(=CN1)C1=C(C=C(C=C1)C=1C=NNC1)O)CC 2-(3-{[(2r,4s,6s)-2,6-diethylpiperidin-4-yl]oxy}-1,2,4-triazin-6-yl)-5-(1H-pyrazol-4-yl)phenol